C(C)(C)(C)OC(NC1CCC(CC1)SC)=O ((1s,4s)-4-(methylthio)cyclohexyl)carbamic acid tert-butyl ester